3-methyl-1-(4-vinylbenzyl)-3H-benzoimidazol-1-ium formate C(=O)[O-].CN1C=[N+](C2=C1C=CC=C2)CC2=CC=C(C=C2)C=C